C(=O)O.N[C@@H]1CN(CC1)C(=O)N1CCN(CC1)C(=O)C1=C(C=C(NC=2C=3N(C=CN2)C(=CN3)C=3C(=NN(C3)CC#N)C(F)(F)F)C=C1)Cl 2-[4-[8-[4-[4-[(3S)-3-aminopyrrolidine-1-carbonyl]piperazine-1-carbonyl]-3-chloroanilino]imidazo[1,2-a]pyrazin-3-yl]-3-(trifluoromethyl)pyrazol-1-yl]acetonitrile formate